(S)-quinuclidin-3-yl ((R)-7-fluoro-6-(4-methoxy-3,5-dimethylphenyl)-2,2-dimethyl-1,2,3,4-tetrahydronaphthalen-1-yl)carbamate FC1=C(C=C2CCC([C@H](C2=C1)NC(O[C@@H]1CN2CCC1CC2)=O)(C)C)C2=CC(=C(C(=C2)C)OC)C